ClC=1C=CC(=C2C=CN(C(C12)=O)COCC[Si](C)(C)C)C1=CC=NC=C1 8-chloro-5-(pyridin-4-yl)-2-((2-(trimethylsilyl)ethoxy)methyl)isoquinolin-1(2H)-one